CON(C(=O)C1CC2(CN(C2)C(=O)OC(C)(C)C)C1)C tert-butyl 6-[methoxy (methyl) carbamoyl]-2-azaspiro[3.3]heptane-2-carboxylate